zinc tetrakis[(3-ethyl-4-methylpentenoyloxy)phenyl]porphyrin C(C)C(=CC(=O)OC1=C(C=CC=C1)C1=C2C=CC(C(=C3C=CC(=C(C=4C=CC(=C(C5=CC=C1N5)C5=C(C=CC=C5)OC(C=C(C(C)C)CC)=O)N4)C4=C(C=CC=C4)OC(C=C(C(C)C)CC)=O)N3)C3=C(C=CC=C3)OC(C=C(C(C)C)CC)=O)=N2)C(C)C.[Zn]